(1S,4S,5R)-5-{[1-cyclopropyl-4-(2,6-dichlorophenyl)-1H-1,2,3-triazol-5-yl]methoxyl-2-azabicyclo[2.2.1]heptan-2-yl}benzoic acid C1(CC1)N1N=NC(=C1CO[C@@]12N(C[C@@H](CC1)C2)C=2C=CC=C(C(=O)O)C2)C2=C(C=CC=C2Cl)Cl